2-(4-Dimethylaminostyryl)-1-Ethylchinolinium CN(C1=CC=C(C=CC2=[N+](C3=CC=CC=C3C=C2)CC)C=C1)C